tetranitrocopper [N+](=O)([O-])[Cu]([N+](=O)[O-])([N+](=O)[O-])[N+](=O)[O-]